OCC1(NCCC1)C(=O)OC methyl 2-(hydroxymethyl)pyrrolidine-2-carboxylate